(R)-2-amino-3-(2-methyl-1H-indol-3-yl)propanoic acid N[C@@H](C(=O)O)CC1=C(NC2=CC=CC=C12)C